OCCNC(CCCCCCCCCCC)=O N-2-hydroxyethyl-lauric amide